ClC=1N=C(C2=C(N1)N(C=C2Cl)COCC[Si](C)(C)C)N[C@@H]2C[C@@H](N(C2)C(=O)OC(C)(C)C)C tert-butyl (2S,4R)-4-((2,5-dichloro-7-((2-(trimethylsilyl) ethoxy) methyl)-7H-pyrrolo[2,3-d]pyrimidin-4-yl) amino)-2-methylpyrrolidine-1-carboxylate